(S)-N-(1-(6,7-difluoro-4-oxo-3,4-dihydrophthalazin-1-yl)ethyl)-N-methylindolizine-2-carboxamide FC=1C=C2C(NN=C(C2=CC1F)[C@H](C)N(C(=O)C=1C=C2C=CC=CN2C1)C)=O